4-(N,N-di(2-hydroxyethyl)-N-(2-hydroxydodecyl)ammonio)-butane-1-carboxylate OCC[N+](CC(CCCCCCCCCC)O)(CCO)CCCCC(=O)[O-]